C(C)N(CC)CCOC1=NC=2C=CC=CC2C2=C1C=C(N2)C2=CC=C(C=C2)F N,N-diethyl-2-((2-(4-fluorophenyl)Azolo[4,5-c]Quinolin-4-yl)oxy)ethylamine